6-bromo-3-((6-cyclopropylimidazo[1,2-a]pyridin-2-yl)methyl)-[1,2,4]triazolo[4,3-a]pyrazine BrC=1N=CC=2N(C1)C(=NN2)CC=2N=C1N(C=C(C=C1)C1CC1)C2